(R)-2-(1-(2-ethyl-6-(5-(hydroxymethyl)-1-methyl-1H-1,2,3-triazol-4-yl)pyridin-3-yl)piperidin-3-yl)acetic acid C(C)C1=NC(=CC=C1N1C[C@H](CCC1)CC(=O)O)C=1N=NN(C1CO)C